FC1=C(C=C(C(=C1)OC)F)C1=NOC(=C1)NC1=NC(=NC=C1)N1CCOCC1 3-(2,5-difluoro-4-methoxyphenyl)-N-(2-morpholinopyrimidin-4-yl)isoxazol-5-amine